S(SC1=CC(=C(C=C1)F)[N+](=O)[O-])C1=CC(=C(C=C1)F)[N+](=O)[O-] 1,1'-Disulfanediylbis(4-fluoro-3-nitrobenzene)